BrC1=CN=C(C=2NC=3CCCCC3C21)Cl 4-bromo-1-chloro-6,7,8,9-tetrahydro-5H-pyrido[3,4-b]Indole